tert-butyl-diphenyl-[[(2R,3R,4S,5S,6R)-3,4,5-tris[(3,4-dimethoxyphenyl)methoxy]-6-(4-methoxyphenoxy)tetrahydropyran-2-yl]methoxy]silane C(C)(C)(C)[Si](OC[C@H]1O[C@@H]([C@H]([C@H]([C@@H]1OCC1=CC(=C(C=C1)OC)OC)OCC1=CC(=C(C=C1)OC)OC)OCC1=CC(=C(C=C1)OC)OC)OC1=CC=C(C=C1)OC)(C1=CC=CC=C1)C1=CC=CC=C1